C(C)(C)(C)OC(=O)N1CC(C2=C1C=NC=1N2N=C(C1)CC(F)(F)F)(C(F)(F)F)C 8-methyl-2-(2,2,2-trifluoroethyl)-8-(trifluoromethyl)-7,8-dihydro-6H-pyrazolo[1,5-a]pyrrolo[2,3-e]pyrimidine-6-carboxylic acid tert-butyl ester